4-(4-fluorophenyl)-1,2,3,6-tetrahydropyridine hydrochloride Cl.FC1=CC=C(C=C1)C=1CCNCC1